10-(4-Bromobutyl)-10H-spiro[acridine-9,9'-thioxanthene] BrCCCCN1C=2C=CC=CC2C2(C3=CC=CC=C3SC=3C=CC=CC23)C2=CC=CC=C12